C12C(C3CC(CC(C1)C3)C2)NC(=O)C=2NC=C(C2)C=2C=NC(=CC2)Cl N-(adamantan-2-yl)-4-(6-chloro-pyridin-3-yl)-1H-pyrrole-2-carboxamide